ClC1=C(C=NC2=CC=C(C=C12)C(F)(F)F)S(=O)(=O)N1CCOCC1 4-[[4-chloro-6-(trifluoromethyl)-3-quinolinyl]sulfonyl]morpholine